C(C)OC(=O)C1=NNC(=C1)C(=O)OCC 1H-pyrazole-3,5-dicarboxylic acid diethyl ester